FC1=C(C=CC=C1)C(CC#N)=O 3-(2-fluorophenyl)-3-oxopropanenitrile